CC1N(CC1OCC1=C(C(=CC=C1)C(F)(F)F)C)C(=O)N1C[C@@H]2[C@@H](OCC(N2)=O)CC1 |r| rac-(4aR,8aS)-6-[2-methyl-3-[[2-methyl-3-(trifluoromethyl)phenyl]methoxy]azetidine-1-carbonyl]-4,4a,5,7,8,8a-hexahydropyrido[4,3-b][1,4]oxazin-3-one